4-(((7-(cyclopentylamino)-5-fluoro-4-oxo-3,4-dihydroquinazolin-2-yl)methyl)thio)-2-(trifluoromethyl)piperidine-1-carboxylic acid tert-butyl ester C(C)(C)(C)OC(=O)N1C(CC(CC1)SCC1=NC2=CC(=CC(=C2C(N1)=O)F)NC1CCCC1)C(F)(F)F